BrC1=C(C=C2C(=NC(=NC2=C1F)Cl)N1CC=2N(CCC1)N=C(C2Cl)C(=O)N(C)C)Cl 5-(7-bromo-2,6-dichloro-8-fluoro-quinazolin-4-yl)-3-chloro-N,N-dimethyl-4,6,7,8-tetrahydropyrazolo[1,5-a][1,4]diazepine-2-carboxamide